N=1N=CN(C1)C1=CC(=C2C=NNC2=C1)NCCCNC(CCNCC1=CC(=C(C=C1)C1=CC=CC=C1)Cl)=O N-(3-((6-(4H-1,2,4-triazol-4-yl)-1H-indazol-4-yl)amino)propyl)-3-(((2-chloro-[1,1'-biphenyl]-4-yl)methyl)amino)propanamide